N-(4-(3-amino-4-hydroxybut-1-yn-1-yl)phenyl)-4-((9-chloro-7-(2-fluoro-6-methoxyphenyl)-5H-benzo[c]pyrimido[4,5-e]azepin-2-yl)amino)-2-methoxybenzamide NC(C#CC1=CC=C(C=C1)NC(C1=C(C=C(C=C1)NC=1N=CC2=C(C3=C(C(=NC2)C2=C(C=CC=C2OC)F)C=C(C=C3)Cl)N1)OC)=O)CO